2-((5-(5-(difluoromethyl)-1,3,4-oxadiazole-2-yl)pyridine-2-yl)methyl)-6-(1-ethylpiperidine-4-yl)-4,4-dimethylisoquinoline-1,3(2H,4H)-dione FC(C1=NN=C(O1)C=1C=CC(=NC1)CN1C(C2=CC=C(C=C2C(C1=O)(C)C)C1CCN(CC1)CC)=O)F